(3R,5S)-5-methyl-1-(8-methyl-5-quinolinyl)piperidin-3-amine C[C@H]1C[C@H](CN(C1)C1=C2C=CC=NC2=C(C=C1)C)N